methyl (2S,3S)-2-(4-hydroxyphenyl)-5-((E)-3-isopropoxy-3-oxoprop-1-en-1-yl)-2,3-dihydrobenzofuran-3-carboxylate OC1=CC=C(C=C1)[C@H]1OC2=C([C@@H]1C(=O)OC)C=C(C=C2)\C=C\C(=O)OC(C)C